3-Cyano-2-(trifluoromethyl)pyridin-5-yl 3-[4-(2-aminothiazol-4-yl)-1H-1,2,3-triazol-1-yl]-3-deoxy-2-O-methyl-1-thio-α-D-galactopyranoside NC=1SC=C(N1)C=1N=NN(C1)[C@@H]1[C@H]([C@@H](SC=2C=C(C(=NC2)C(F)(F)F)C#N)O[C@@H]([C@@H]1O)CO)OC